lithium N,N'-dimethylsulphonyl-benzidine (-)-2-hydroxyglutarate OC(C(=O)[O-])CCC(=O)[O-].CS(=O)(=O)NC1=CC=C(C=C1)C1=CC=C(NS(=O)(=O)C)C=C1.[Li+].[Li+]